ethyl 5-(2,3-dichloro-6-(methoxymethoxy) phenyl)-1-toluenesulfonylpyrrolidine-3-carboxylate ClC1=C(C(=CC=C1Cl)OCOC)C1CC(CN1S(=O)(=O)CC1=CC=CC=C1)C(=O)OCC